C(C)(C)[C@H]1[C@@H]([C@H]2C=C[C@H]1C2)C(=O)O (1R,2R,3R,4R)-3-isopropylbicyclo[2.2.1]hept-5-ene-2-carboxylic acid